COC(=O)C1=CC2=CC=C(C=C2C(=C1)NC(C1=C(C(=CC=C1)O)C)=O)C(N)=N 6-carbamimidoyl-4-(3-hydroxy-2-methyl-benzoylamino)-naphthalene-2-carboxylic acid methyl ester